1-(2-chloro-5-fluoropyrimidin-4-yl)-N4,N4-dimethylbenzene-1,4-diamine ClC1=NC=C(C(=N1)C1(CC=C(C=C1)N(C)C)N)F